1-(4-hydroxy-1-(4-methoxybenzyl)-1H-pyrazol-3-yl)ethan-1-one tert-Butyl-4-(5-ethoxy-2-methyl-4-nitrophenyl)-5,6-dihydropyridine-1(2H)-carboxylate C(C)(C)(C)OC(=O)N1CC=C(CC1)C1=C(C=C(C(=C1)OCC)[N+](=O)[O-])C.OC=1C(=NN(C1)CC1=CC=C(C=C1)OC)C(C)=O